BrC1=C(C=C2C=N[C@@H](N(C2=C1)C(C)C1=C(C(=CC=C1)C(F)(F)F)C)C)I (R)-7-bromo-6-iodo-2-methyl-N-(1-(2-methyl-3-(trifluoromethyl)phenyl)ethyl)quinazoline